tert-Butyl (2S,4R)-2-((1H-1,2,3-triazol-1-yl)methyl)-4-(5-(5-cyano-2-(pyrrolidin-1-yl)pyridin-3-yl)-1,3,4-oxadiazole-2-carboxamido)pyrrolidine-1-carboxylate N1(N=NC=C1)C[C@H]1N(C[C@@H](C1)NC(=O)C=1OC(=NN1)C=1C(=NC=C(C1)C#N)N1CCCC1)C(=O)OC(C)(C)C